FC(C(=O)[O-])(F)F.[Co+3].C(C)(C)(C)C1=C(C(C=O)=CC(=C1)C(C)(C)C)O.C(C)(C)(C)C1=C(C(C=O)=CC(=C1)C(C)(C)C)O.FC(C(=O)[O-])(F)F.FC(C(=O)[O-])(F)F bis(3,5-di-T-butyl-salicylaldehyde) cobalt (III) trifluoroacetate